C(C)(=O)C=1C(=C(C(=C(C1)Cl)F)C1=CC(=NC=C1)C(=O)N(C)C)OC 4-(3-acetyl-5-chloro-6-fluoro-2-methoxyphenyl)-N,N-dimethylpyridineamide